BrC1OC(OC1)=O 4-bromo-1,3-dioxolan-2-one